4-[N-(1-methoxycarbonyl-2-methylpropyl)sulfamoyl]Benzoic acid COC(=O)C(C(C)C)NS(=O)(=O)C1=CC=C(C(=O)O)C=C1